CC1=C(C=C(N)C=C1)C1=NNC(=N1)C 4-methyl-3-(5-methyl-1H-1,2,4-triazol-3-yl)aniline